N-{4-[(4,4-difluorocyclohexyl)oxy]-3-(6-methyl-7-oxo-6,7-dihydro-1H-pyrrolo[2,3-c]pyridin-4-yl)phenyl}-2,2,2-trifluoroethanesulfonamide FC1(CCC(CC1)OC1=C(C=C(C=C1)NS(=O)(=O)CC(F)(F)F)C=1C2=C(C(N(C1)C)=O)NC=C2)F